C(C#CC)(=O)N1[C@@H](CCCC1)C1=NC(=C2N1C(=CN=C2C)C)C2=CC=C(C(=O)NC1=NC=CC=C1)C=C2 (S)-4-(3-(1-(but-2-ynoyl)piperidin-2-yl)-5,8-dimethylimidazo[1,5-a]pyrazin-1-yl)-N-(pyridin-2-yl)benzamide